COC1=CC2=CC3=C(C(OC3)=O)C(=C2C=C1OC)C1=NC=CN=C1 6,7-dimethoxy-9-(pyrazin-2-yl)naphtho[2,3-c]furan-1(3H)-one